COC=1C=C(CNC2=C3N=CN(C3=NC=N2)[C@H]2[C@@H](O)[C@H](O)[C@H](O2)CO)OC1 6-(4-Methoxyfurfurylamino)-9-β-D-arabinofuranosylpurin